O[C@@H]1[C@@](C[C@H]([C@]2([C@H]3[C@]([C@H]1C)(CCC3=O)CC[C@H]2C)C)CC(CI)=O)(C=C)C (3aR,4S,5S,7S,8S,9R,9aS,12R)-8-hydroxy-5-(3-iodo-2-oxopropyl)-4,7,9,12-tetramethyl-7-vinyloctahydro-4,9a-propanocyclopenta[8]annulen-3(3aH)-one